1-chloro-3-(p-tolylthio)benzene ClC1=CC(=CC=C1)SC1=CC=C(C=C1)C